NC=1C=2N(C=CN1)C(=NC2C2=CC=C(C(=O)NC1=NC=CC=C1)C=C2)[C@H]2NCCC2 4-{8-amino-3-[(2S)-2-pyrrolidinyl]imidazo[1,5-a]pyrazin-1-yl}-N-(2-pyridinyl)-benzamide